methyl 6-chloro-1-(3-((2R,3S)-3-hydroxypiperidin-2-yl) propyl)-1H-indole-3-carboxylate dihydrochloride Cl.Cl.ClC1=CC=C2C(=CN(C2=C1)CCC[C@H]1NCCC[C@@H]1O)C(=O)OC